2-chloro-5-{[(2,2-dimethylpropionyl)amino]methyl}-N-[1-(5-methylpyridin-3-yl)-1H-indazol-4-yl]benzamide hydrochloride Cl.ClC1=C(C(=O)NC2=C3C=NN(C3=CC=C2)C=2C=NC=C(C2)C)C=C(C=C1)CNC(C(C)(C)C)=O